3-dimethylamino-1,2-propylene glycol CN(CC(CO)O)C